1-(2-((5-(1-(2,2-difluoroethyl)-4-fluoro-2-methyl-1H-benzo[d]imidazol-6-yl)-4-methoxy-7H-pyrrolo[2,3-d]pyrimidin-2-yl)amino)-7-azaspiro[3.5]nonan-7-yl)ethan-1-one FC(CN1C(=NC2=C1C=C(C=C2F)C2=CNC=1N=C(N=C(C12)OC)NC1CC2(C1)CCN(CC2)C(C)=O)C)F